C1CNC[C@@H]2COCC3=C(N21)C=CC(=C3)N3C(NC(CC3)=O)=O (R)-1-(1,2,3,4,4a,5-Hexahydro-7H-benzo[e]pyrazino[2,1-c][1,4]oxazepin-9-yl)dihydropyrimidine-2,4(1H,3H)-dione